3-[2-(3,5-Dimethoxyphenyl)-2-oxoethyl]-1-methylimidazole COC=1C=C(C=C(C1)OC)C(CN1CN(C=C1)C)=O